silaundecane [SiH3]CCCCCCCCCC